P(=O)([O-])([O-])[O-].[Sb+3]=O antimony oxide, phosphate salt